C1(C(CCCC1)C(CCCC(=O)[O-])C(=O)[O-])C(CCCC(=O)[O-])C(=O)[O-] 2-cyclohexanediadipate